O=C1NC(CCC1C1=C(C=C(C=C1F)N1CC(C1)NC(OC12CC(C1)(C2)C(=O)N2CCC2)=O)F)=O 3-(azetidine-1-carbonyl)bicyclo[1.1.1]pentan-1-yl (1-(4-(2,6-dioxopiperidin-3-yl)-3,5-difluorophenyl)azetidin-3-yl)carbamate